N-methylimidazoliumsulfonic acid CN1C(=[NH+]C=C1)S(=O)(=O)O